(+/-)-7-chlorobicyclo[3.2.0]hept-2-en-6-one ClC1C(C2CC=CC12)=O